N[C@H]1CN(C[C@@H]2C[C@H]12)C(=O)OC(C)(C)C |r| tert-butyl rac-(1R,5R,6S)-5-amino-3-azabicyclo[4.1.0]heptane-3-carboxylate